CS(=O)(=O)C=1C2=C(N=CN1)C=CC(=N2)N2[C@@H]1CN([C@H](C2)C1)C(=O)OC(C)(C)C (1S,4S)-tert-butyl 5-(4-(methylsulfonyl)pyrido[3,2-d]pyrimidin-6-yl)-2,5-diazabicyclo[2.2.1]heptane-2-carboxylate